3-((3-(4-(4-aminophenyl)piperazin-1-yl)phenyl)amino)piperidine-2,6-dione NC1=CC=C(C=C1)N1CCN(CC1)C=1C=C(C=CC1)NC1C(NC(CC1)=O)=O